ClC1=CC=NC=C1C(=O)OC Methyl 4-chloronicotinate